COC=1C=CC(=NC1)C(=O)N[C@@H](C)C1=NC(=NC(=C1)NC1=CC=C(C=C1)C)N1CCOCC1 (S)-5-methoxy-N-(1-(2-morpholino-6-(p-tolylamino)pyrimidin-4-yl)ethyl)picolinamide